C(C#CC)OC1=CC=C(C=C1)C1=CN=C2N1C=CN=C2NC2=CC(=C(C(=O)NCCOCCNC(OC(C)(C)C)=O)C=C2)C tert-butyl N-[2-[2-[[4-[[3-(4-but-2-ynoxyphenyl)imidazo[1,2-a]pyrazin-8-yl]amino]-2-methyl-benzoyl]amino]ethoxy]ethyl]carbamate